N[C@](CCC1CC1)(C1=CC=NC=C1)C=1C=CC(=C(C1)NC(=O)[C@@H]1NC[C@@H](C1)O)F (2r,4r)-N-(5-((S)-1-amino-3-cyclopropyl-1-(pyridin-4-yl)propyl)-2-fluorophenyl)-4-hydroxypyrrolidine-2-carboxamide